NC=1N(C=2C(=C3C=CC=NC3=CC2)N1)C amino-3-methyl-imidazo[4,5-f]quinoline